OC=1C=C2C=CC(=C(C2=C(C1)C)C)C(=O)O 6-hydroxy-1,8-dimethyl-2-naphthoic acid